FC1=C(C=C(C=C1)NC(=O)C1=CSC=2CN(CCC21)CC=2C=NC=NC2)C(F)(F)F N-(4-fluoro-3-(trifluoromethyl)phenyl)-6-(pyrimidin-5-ylmethyl)-4,5,6,7-tetrahydrothieno[2,3-c]pyridine-3-carboxamide